C(CCC)N(CCCC)CCCOC(C(C(C(C(C(C(C(F)(F)F)(F)F)(F)F)(F)F)(F)F)(F)F)(F)F)=O perfluorohexyl-acetic acid-N,N-dibutylaminopropyl ester